3,5-methylenepiperidinium C1C2C[NH2+]CC1C2